N1=CC=C2N1C=C(C=C2)C=O pyrazolo[1,5-a]pyridine-6-carbaldehyde